2-((2-ethyl-5-(1-(3-hydroxyazetidine-1-carbonyl)-5-azaspiro[2.3]hexane-5-yl)pyrazolo[1,5-a]pyridin-3-yl)(methyl)amino)-4-(4-fluorophenyl)thiazole-5-carbonitrile C(C)C1=NN2C(C=C(C=C2)N2CC3(CC3C(=O)N3CC(C3)O)C2)=C1N(C=1SC(=C(N1)C1=CC=C(C=C1)F)C#N)C